(4aR,8aS)-6-[3-[4-(1-methylpyrazol-4-yl)phenyl]azetidine-1-carbonyl]-4,4a,5,7,8,8a-hexahydropyrido[4,3-b][1,4]oxazin-3-one CN1N=CC(=C1)C1=CC=C(C=C1)C1CN(C1)C(=O)N1C[C@@H]2[C@@H](OCC(N2)=O)CC1